cis-tert-butyl 4-[[4-[3-(2,6-dibenzyloxy-3-pyridyl)-5,7-difluoro-1-methyl-indazol-6-yl]-3,6-dihydro-2H-pyridin-1-yl]methyl]-3-methyl-piperidine-1-carboxylate C(C1=CC=CC=C1)OC1=NC(=CC=C1C1=NN(C2=C(C(=C(C=C12)F)C=1CCN(CC1)C[C@@H]1[C@@H](CN(CC1)C(=O)OC(C)(C)C)C)F)C)OCC1=CC=CC=C1